(2R,4S)-1-[(2R)-5-chloro-2,3-dihydro-1H-inden-2-yl]-4-[(4-methanesulfonylphenoxy)methyl]-2-methylpyrrolidine ClC=1C=C2C[C@@H](CC2=CC1)N1[C@@H](C[C@@H](C1)COC1=CC=C(C=C1)S(=O)(=O)C)C